2-(3-(3-phenylureido)benzyloxy)benzamide C1(=CC=CC=C1)NC(NC=1C=C(COC2=C(C(=O)N)C=CC=C2)C=CC1)=O